1-(5-bromopyrimidin-2-yl)-2,2-difluoroethanone BrC=1C=NC(=NC1)C(C(F)F)=O